2-amino-N-((5-cyano-2-pyridinyl)methyl)-N-((1R)-1-(3,5-difluoro-2-pyridinyl)ethyl)-3-methyl-6-quinolinecarboxamide NC1=NC2=CC=C(C=C2C=C1C)C(=O)N([C@H](C)C1=NC=C(C=C1F)F)CC1=NC=C(C=C1)C#N